N-heptyl-N'-nonylurea C(CCCCCC)NC(=O)NCCCCCCCCC